dichloro-2,3'-diaminobiphenyl ClC1=C(C(=C(C=C1)C1=CC(=CC=C1)N)N)Cl